1-[3-(difluoromethoxy)phenyl]-N-[(1S)-1-(hydroxymethyl)-2-methyl-propyl]-3-isopropyl-2-oxo-benzimidazole-5-carboxamide FC(OC=1C=C(C=CC1)N1C(N(C2=C1C=CC(=C2)C(=O)N[C@@H](C(C)C)CO)C(C)C)=O)F